7,8-Dichloro-10-methoxy-1-methyl-3,4,5,6-tetrahydroazepino[4,5-b]indol-2(1H)-one ClC1=C(C=C(C=2C3=C(NC12)CCNC(C3C)=O)OC)Cl